ClC1=CC2=C(CN(S(O2)(=O)=O)CC=2C=C(C=CC2C)C(CC(=O)OCC)C2=C(C3=C(N(N=N3)CCOCCO)C=C2)C)C=C1O ethyl 3-{3-[(7-chloro-6-hydroxy-2,2-dioxo-2H-1,2λ6,3-benzoxathiazin-3(4H)-yl)methyl]-4-methylphenyl}-3-{1-[2-(2-hydroxyethoxy)ethyl]-4-methyl-1H-benzotriazol-5-yl}propanoate